3-(4-(3,6-diazabicyclo[3.1.1]heptan-3-yl)-6-fluoro-1-oxoisoindolin-2-yl)piperidine-2,6-dione C12CN(CC(N1)C2)C2=C1CN(C(C1=CC(=C2)F)=O)C2C(NC(CC2)=O)=O